1-((5-((2-Oxopyridin-1(2H)-yl)methyl)pyridin-2-yl)methyl)-1H-pyrazole-4-carboxylic acid O=C1N(C=CC=C1)CC=1C=CC(=NC1)CN1N=CC(=C1)C(=O)O